4-Hydroxybutyl Acrylate Phosphate P(=O)(O)(O)O.C(C=C)(=O)OCCCCO